FC(C1=C(C=O)C=CC=N1)(F)F 2-(trifluoromethyl)nicotinaldehyde